(S)-N-(2-cyano-4,4,4-trifluorobutan-2-yl)-8-methoxy-N-methyl-9-(2-methyl-2H-tetrazol-5-yl)-1-(1,3,4-thiadiazol-2-yl)-5,6-dihydropyrrolo[2,1-a]isoquinoline-3-carboxamide C(#N)[C@](C)(CC(F)(F)F)N(C(=O)C1=CC(=C2N1CCC1=CC(=C(C=C21)C=2N=NN(N2)C)OC)C=2SC=NN2)C